C(C)N(C(=O)C1CN(C2CC=3C4=C(C2=C1)C=CC=C4N(C3)C(CC)=O)C)CC N,N-diethyl-7-methyl-4-propionyl-6,6a,8,9-tetrahydroindolo[4,3-fg]quinoline-9-carboxamide